4-amino-4-(2-methoxy-2-oxoethyl)piperidine-1-carboxylic acid tert-butyl ester C(C)(C)(C)OC(=O)N1CCC(CC1)(CC(=O)OC)N